C1(=CC=CC=C1)C1=NC(=NC(=N1)C1=CC=CC=C1)C=1C(=C(C(=C(C#N)C1)C1=CC=CC=C1)N1C2=CC=CC=C2C=2C3=C(C=CC12)C1=C(S3)C=CC=C1)N1C3=CC=CC=C3C=3C2=C(C=CC13)C1=C(S2)C=CC=C1 5-(4,6-diphenyl-1,3,5-triazin-2-yl)-3,4-bis(benzothieno[3,2-c]carbazol-5-yl)-2-phenylbenzonitrile